dichlorophosphoryl-tetraphenyl-porphyrin chloride [Cl-].ClP(=O)(Cl)C1=C2NC(=C1)C(=C1C=CC(=N1)C(=C1C=CC(N1)=C(C=1C=CC(N1)=C2C2=CC=CC=C2)C2=CC=CC=C2)C2=CC=CC=C2)C2=CC=CC=C2